tris(dimethylamino)cyclopentadienyl-zirconium CN(C)[Zr](C1C=CC=C1)(N(C)C)N(C)C